O(P([O-])(=O)OP(=O)([O-])OP(=O)([O-])[O-])C[C@]1(S[C@H](C[C@@H]1O)N1C(N=C(C(=C1)F)N)=O)C#C ((2R,3S,5R)-5-(4-amino-5-fluoro-2-oxopyrimidin-1(2H)-yl)-2-ethynyl-3-hydroxytetrahydrothiophen-2-yl)methyl triphosphate